OC(COC=1C=C(C=2N(C1)N=CC2C#N)C=2C=NC(=CC2)N2CC1N(C(C2)C1)CC1=NC=C(N=C1)C)(C)C 6-(2-hydroxy-2-methylpropoxy)-4-(6-(6-((5-methylpyrazin-2-yl)methyl)-3,6-diazabicyclo[3.1.1]heptan-3-yl)pyridin-3-yl)pyrazolo[1,5-a]pyridine-3-carbonitrile